(E)-4-(2-chlorophenyl)-2-[1-isopropyl-2-(2-carboxybenzylidene)hydrazino]thiazole ClC1=C(C=CC=C1)C=1N=C(SC1)N(/N=C/C1=C(C=CC=C1)C(=O)O)C(C)C